C(CCCCCCCCCCCCCCC)C=1C(C(C(=NC1)C)OCC=C)=O n-hexadecyl-2-methyl-3-(2-propen-1-yloxy)-pyridin-4-one